P([S-])([O-])[O-].[Fe+3] Iron thiophosphite